BrC=1C(=C(NC1)C(=O)OCC)C1=NC(=CC(=C1)C)C ethyl 4-bromo-3-(4,6-dimethylpyridin-2-yl)-1H-pyrrole-2-carboxylate